O1N=C(C=C1)C(=O)N1CCN(CC1)C1=CC=C(C=N1)C=1C=2N(C=C(N1)C1=CC=C(C=C1)C1CCNCC1)N=CC2C#N 4-[6-[4-(isoxazole-3-carbonyl)piperazin-1-yl]-3-pyridyl]-6-[4-(4-piperidyl)phenyl]pyrazolo[1,5-a]pyrazine-3-carbonitrile